NC1=NC2=C(C=3N1N=C(N3)C=3OC=CC3)SC(N2CCN2CCN(CC2)C=2C(=CC(=C(OCC(=O)O)C2)F)F)=O 2-(5-(4-(2-(5-amino-8-(furan-2-yl)-2-oxothiazolo[5,4-e][1,2,4]triazolo[1,5-c]pyrimidin-3(2H)-yl)ethyl)piperazin-1-yl)-2,4-difluorophenoxy)acetic acid